monobutylbiphenyl-sulfonate C(CCC)OS(=O)(=O)C=1C(=CC=CC1)C1=CC=CC=C1